[5-[bis[(4-methoxyphenyl)methyl]amino]-3-methyl-2-(trifluoromethyl)phenyl]boronic acid COC1=CC=C(C=C1)CN(C=1C=C(C(=C(C1)B(O)O)C(F)(F)F)C)CC1=CC=C(C=C1)OC